ClC=1C=C(C(=NC1)OCC1=NC=CC(=C1)OC1CCN(CC1)CC1=NC2=C(N1C[C@H]1OCC1)C=C(C=C2)C(=O)O)F 2-({4-[(2-{[(5-chloro-3-fluoropyridin-2-yl)oxy]methyl}pyridin-4-yl)oxy]piperidin-1-yl}methyl)-1-{[(2S)-oxetan-2-yl]methyl}-1H-1,3-benzodiazole-6-carboxylic acid